CC=1N=C2N(N=C(C=C2C)C2=CC(=C3C=C(N=NC3=C2)C2CCN(CC2)CCCN(C)C)F)C1 3-{4-[7-(2,8-dimethylimidazo[1,2-b]pyridazin-6-yl)-5-fluorocinnolin-3-yl]piperidin-1-yl}-N,N-dimethylpropan-1-amine